CCCCCCCC(C)(C)OC(=O)C dimethyloctanyl acetate